ClC1=C(C=CC=C1)CC(=O)NC1=CC(=NC=C1)NC(C)=O N-{4-[2-(2-chlorophenyl)acetylamino]pyridin-2-yl}acetamide